CC=1N(C2=CC=C(C=C2C1C)C(NCC1=CC=C(C=C1)OC(F)(F)F)=O)CC1=CC=C(C=C1)C=1C(=CC=CC1)C(=O)OC(C)(C)C tert-Butyl 4'-((2,3-dimethyl-5-(4-(trifluoromethoxy)benzylcarbamoyl)-1H-indol-1-yl)methyl)biphenyl-2-carboxylate